C(C)(C)(C)C1=NC(=NO1)C(=O)NCC1=C(C(=C(C=C1)C1=CC(=NC=C1)NC(=O)C1CC1)Cl)C 5-(tert-butyl)-N-(3-chloro-4-(2-(cyclopropanecarboxamido)pyridin-4-yl)-2-methylbenzyl)-1,2,4-oxadiazole-3-carboxamide